FC1=C(C=CC(=C1)C(=C)F)NC(C1=CC=CC=C1)=O N-(2-fluoro-4-(1-fluorovinyl)phenyl)benzamide